trans-4-((4-Methoxy-5-(1-methyl-1H-benzo[d][1,2,3]triazol-6-yl)pyrrolo[2,1-f][1,2,4]triazin-2-yl)amino)-1-methylcyclohexan-1-ol COC1=NC(=NN2C1=C(C=C2)C=2C=CC1=C(N(N=N1)C)C2)NC2CCC(CC2)(O)C